Diisodecyl fumarate C(\C=C\C(=O)OCCCCCCCC(C)C)(=O)OCCCCCCCC(C)C